C(C1=CC=CC=C1)C1(C[C@@H]2[C@@H](CN(C2)C[C@@H](C2=CC=C(C=C2)O)O)C1)O (3aR,5R,6aS)-5-benzyl-2-((R)-2-hydroxy-2-(4-hydroxyphenyl)ethyl)octa-hydrocyclopenta[c]pyrrol-5-ol